5-chloro-7-(1-(2,2-difluoroethyl)cyclobutyl)-2-(((3S,4R)-3-hydroxytetrahydro-2H-pyran-4-yl)amino)pyrrolo[2,1-f][1,2,4]triazine-6-carbonitrile ClC=1C(=C(N2N=C(N=CC21)N[C@H]2[C@@H](COCC2)O)C2(CCC2)CC(F)F)C#N